(2S,6S)-4-(2-(6-(difluoromethyl)imidazo[1,2-a]pyridin-3-yl)pyrimidin-4-yl)-2-methyl-6-(3-methyl-1,2,4-oxadiazol-5-yl)morpholine FC(C=1C=CC=2N(C1)C(=CN2)C2=NC=CC(=N2)N2C[C@@H](O[C@@H](C2)C2=NC(=NO2)C)C)F